(2-chloroethyl)-3-ethyl-urea ClCCNC(=O)NCC